Cl.N[C@H](CO[C@H]1C(N(CC1)C1CCN(CC1)C1=NC=C(C=N1)C(F)(F)F)=O)[C@@H](C)O (R)-3-((2R,3R)-2-amino-3-hydroxybutoxy)-1-(1-(5-(trifluoromethyl)pyrimidin-2-yl)piperidin-4-yl)pyrrolidin-2-one hydrogen chloride